ethyl 2-[4-[3-(4-bromo-3-methyl-phenoxy)propyl]-4-methyl-1-piperidyl]acetate BrC1=C(C=C(OCCCC2(CCN(CC2)CC(=O)OCC)C)C=C1)C